9-(4-(ethyl-(pyridin-3-ylmethyl)amino)phenyl)-6,7-dimethoxynaphtho[2,3-c]furan-1(3H)-one C(C)N(C1=CC=C(C=C1)C1=C2C=C(C(=CC2=CC2=C1C(OC2)=O)OC)OC)CC=2C=NC=CC2